C(C)(C)(C)OC([C@@H](CC1=CC(=CC=C1)NCC1CC1)[C@@H]1CN(CC1)C(=O)OC(C)(C)C)=O tert-Butyl (3R)-3-[(1S)-2-tert-butoxy-1-[[3-(cyclopropylmethylamino) phenyl]methyl]-2-oxo-ethyl]pyrrolidine-1-carboxylate